C[C@@H]1COC[C@@H](N1CCN1C(C(=C(C2=CC=CN=C12)O)C(=O)NC1CCC(CC1)C)=O)C 1-(2-((3R,5S)-3,5-dimethylmorpholino)ethyl)-4-hydroxy-N-((1s,4S)-4-methylcyclohexyl)-2-oxo-1,2-dihydro-1,8-naphthyridine-3-carboxamide